3-bromo-N-methyl-4-[[(1R)-1-phenylpropyl]amino]benzenesulfonamide BrC=1C=C(C=CC1N[C@H](CC)C1=CC=CC=C1)S(=O)(=O)NC